3-(4-methylpyridin-2-yl)-N-(3-(trifluoromethyl)pyridin-2-yl)-1,2,4-thiadiazol-5-amine CC1=CC(=NC=C1)C1=NSC(=N1)NC1=NC=CC=C1C(F)(F)F